potassium hexafluoronickel (IV) F[Ni-2](F)(F)(F)(F)F.[K+].[K+]